tert-butyl 4-(4-(5-amino-6-(2-hydroxypropan-2-yl)-2H-indazol-2-yl)bicyclo[2.2.2]octan-1-yl)piperazine-1-carboxylate NC1=CC2=CN(N=C2C=C1C(C)(C)O)C12CCC(CC1)(CC2)N2CCN(CC2)C(=O)OC(C)(C)C